C1=CC(S)=C2C=3[C@@]45[C@@H](O2)[C@@H](S)C=C[C@H]4[C@@H](CC13)N(C)CC5 dithiomorphine